2-(4,4-difluorocyclohexyl)-4,4,5,5-tetramethyl-1,3,2-dioxaborolane FC1(CCC(CC1)B1OC(C(O1)(C)C)(C)C)F